N=1C=NN2C1C=C(C=C2)C=2C=CC(=C(C2)NC2=NC=NC1=CC(=C(C=C21)OC2CCN(CC2)C(C=C)=O)OC)OC 1-(4-((4-((5-([1,2,4]triazolo[1,5-a]pyridin-7-yl)-2-methoxyphenyl)amino)-7-methoxyquinazolin-6-yl)oxy)piperidin-1-yl)prop-2-en-1-one